ClC1=C(C=CC=C1C1=NC(=C(C=C1)CN[C@@H]1COCC1)OC)C1=C(C(=CC=C1)NC=1C2=C(N=C(N1)C)C=CC=N2)C (S)-N-(2'-chloro-3'-(6-methoxy-5-(((tetrahydrofuran-3-yl)amino)methyl)pyridin-2-yl)-2-methyl-[1,1'-biphenyl]-3-yl)-2-methylpyrido[3,2-d]pyrimidin-4-amine